6-methylhexahydro-4H-pyrazino[1,2-a]pyrimidine-4,7(6H)-dione CC1C(NCC2N1C(CCN2)=O)=O